tert-butyl (2S,4R)-2-(methoxymethyl)-4-(5-(3-(trifluoromethyl)phenyl)-1,3,4-oxadiazole-2-carboxamido)pyrrolidine-1-carboxylate COC[C@H]1N(C[C@@H](C1)NC(=O)C=1OC(=NN1)C1=CC(=CC=C1)C(F)(F)F)C(=O)OC(C)(C)C